C(CCCCCCCCCCCCCCCCCCC=CCCCCCCCC)(=O)O 20-Nonacosenoic acid